4-({3-fluoro-4-[5-(trifluoromethyl)-1,2,4-oxadiazol-3-yl]phenyl}methoxy)-1H-benzotriazole FC=1C=C(C=CC1C1=NOC(=N1)C(F)(F)F)COC1=CC=CC=2NN=NC21